ClC=1C(=C(C=CC1)[C@@H]1C[C@@H](C=2N1N=C(N2)S(=O)(=O)[C@H]2[C@@H](C2)F)F)F (5S,7S)-5-(3-chloro-2-fluoro-phenyl)-7-fluoro-2-[(1R,2R)-2-fluorocyclopropyl]sulfonyl-6,7-dihydro-5H-pyrrolo[1,2-b][1,2,4]triazole